OCC1CCN(CC1)C1=CC=C(C=N1)CN1C(N(C(C1(C)C)=O)C1=CC(=C(C#N)C=C1)C(F)(F)F)=S 4-(3-((6-(4-(hydroxymethyl)piperidin-1-yl)pyridin-3-yl)methyl)-4,4-dimethyl-5-oxo-2-thioxoimidazolidin-1-yl)-2-(trifluoromethyl)benzonitrile